FC(C=1C=C(C=CC1)NC1=NC(=NC(=N1)Cl)OC1=NC(=CC=C1)Cl)(F)F N-(3-(trifluoromethyl)phenyl)-4-chloro-6-((6-chloropyridin-2-yl)oxy)-[1,3,5]Triazin-2-amine